BrC1=C2N=CC=C2C(CC1)=O 4-bromo-5,6-dihydro-7H-3-azainden-7-one